5-(5-methyl-2,5-diazabicyclo[4.1.0]heptane-2-yl)-2-(trifluoromethoxy)aniline CN1CCN(C2CC12)C=1C=CC(=C(N)C1)OC(F)(F)F